methyl 2-(2-fluoro-4-(5-oxopyrrolidin-2-yl)phenyl)-6-methoxybenzo[d]imidazo[2,1-b]thiazole-7-carboxylate FC1=C(C=CC(=C1)C1NC(CC1)=O)C=1N=C2SC3=C(N2C1)C=C(C(=C3)C(=O)OC)OC